4-chloro-N-[(1s,4s)-4-{[6-chloro-2-(trifluoromethyl)quinolin-4-yl]amino}cyclohexyl]-1H-pyrazole-5-carboxamide ClC=1C=NNC1C(=O)NC1CCC(CC1)NC1=CC(=NC2=CC=C(C=C12)Cl)C(F)(F)F